C(C1=CC=CC=C1)OC1=NC(=CC=C1N1C(N(C2=C1C=CC(=C2)[C@@H]2[C@H](CN(CC2)C(=O)OC(C)(C)C)F)CC)=O)OCC2=CC=CC=C2 tert-butyl (3R,4R)-4-[1-(2,6-dibenzyloxy-3-pyridyl)-3-ethyl-2-oxo-benzimidazol-5-yl]-3-fluoro-piperidine-1-carboxylate